C(CCCCCCC\C=C/C=C/C=C/CCCC)(=O)O (9Z,11E,13E)-9,11,13-Octadecatrienoic acid